(R)-6-bromo-7-cyclopropaneoxy-N-(1-(3-(difluoromethyl)-2-fluorophenyl)ethyl)-2-methylpyrido[2,3-d]pyrimidin-4-amine BrC1=CC2=C(N=C(N=C2N[C@H](C)C2=C(C(=CC=C2)C(F)F)F)C)N=C1OC1CC1